benzoic acid (2,2,6,6-tetramethyl-4-hydroxypiperidinyl) ester CC1(N(C(CC(C1)O)(C)C)OC(C1=CC=CC=C1)=O)C